C1=C2C=C3C(=C4C(C=5C=C6C=CC=CC6=CC35)=C3C=CC=CC3=C4)C2=CC=C1 bisindenoanthracene